CC1=C(OC(C(=O)OCC)(C)C)C(=CC(=C1)C(C)N1N=CN(C1=O)C1=CC=C(C=C1)OC(F)(F)F)C Ethyl 2-(2,6-dimethyl-4-(1-(5-oxo-4-(4-(trifluoromethoxy)phenyl)-4,5-dihydro-1H-1,2,4-triazol-1-yl)ethyl)phenoxy)-2-methylpropionate